O1CCN(CC1)CCN=C=N 3-(2-morpholino-ethyl)-carbodiimide